CC12C3CCC4(CCCC4C3CCC2=CCC=C1)C 10,13-dimethyl-6,7,8,9,10,11,12,13,14,15,16,17-dodecahydro-3H-cyclopenta[a]phenanthrene